2-{[2-(4-{[(tert-butylcarbamoyl)methyl](methyl)amino}-5H,6H,7H-cyclopenta[d]pyrimidin-2-yl)pyridin-4-yl]oxy}ethyl methanesulfonate CS(=O)(=O)OCCOC1=CC(=NC=C1)C=1N=C(C2=C(N1)CCC2)N(C)CC(NC(C)(C)C)=O